2-((6-((Tert-Butoxycarbonyl)amino)-5-ethylpyridin-3-yl)amino)-2-oxoacetic acid ethyl ester C(C)OC(C(=O)NC=1C=NC(=C(C1)CC)NC(=O)OC(C)(C)C)=O